COC1CN(C1)CCC1=NN(C(C(=C1C)C)=O)[C@H](C(=O)N)CC(C)C (S)-2-(3-(2-(3-methoxyAzetidin-1-yl)ethyl)-4,5-dimethyl-6-oxopyridazin-1(6H)-yl)-4-methylpentanamide